FC=1C=C(C=CC1C)N1N=C2N=CN=C(C2=C1)N1C[C@H](N(CC1)C)C(=O)NCC=1C=C2C(=CN1)SC=C2F (S)-4-(2-(3-fluoro-4-methylphenyl)-2H-pyrazolo[3,4-d]pyrimidin-4-yl)-N-((3-fluorothieno[2,3-c]pyridin-5-yl)methyl)-1-methylpiperazine-2-carboxamide